COC1=NC=CC(=C1)C=1C=CC(=C(C1)O)C=1SC(=NN1)OC1C[C@]2(CC[C@@](C1)(N2C)C)C 5-(2-methoxypyridin-4-yl)-2-(5-(((1R,3s,5S)-1,5,8-trimethyl-8-azabicyclo[3.2.1]octan-3-yl)oxy)-1,3,4-thiadiazol-2-yl)phenol